[B].C(C=C)CC(O)(C)C(C)(C)O allylpinacol boron